C(#N)C1=C(CC=2N(C=3C(=C4CC[C@@H](N(C4=CC3)C(=O)OC)C)N2)C2CCCCC2)C=CC=C1 (1R,3R)-3-((S)-2-(2-Cyanobenzyl)-6-(methoxycarbonyl)-7-methyl-6,7,8,9-tetrahydro-3H-imidazo[4,5-f]chinolin-3-yl)cyclohexan